Methyl ((R)-N-(tert-butoxycarbonyl)-6-methyl-2-(((R)-5-oxopentan-2-yl)oxy)pyridine-3-sulfonimidoyl)-L-prolinate C(C)(C)(C)OC(=O)N=[S@](=O)(C=1C(=NC(=CC1)C)O[C@H](C)CCC=O)N1[C@@H](CCC1)C(=O)OC